OC1CN(C1)S(=O)(=O)C1=CC2=C(N=C(S2)N[C@@H]2C[C@@H](CC2)CNC(=O)C2=CC(=NO2)C)C=C1 N-[[(1R,3S)-3-[[6-(3-hydroxyazetidin-1-yl)sulfonyl-1,3-benzothiazol-2-yl]amino]cyclopentyl]methyl]-3-methylisoxazole-5-carboxamide